C(C)O/C=C/C(=O)O (E)-3-ethoxyacrylic acid